The molecule is an organic sodium salt resulting from the formal condensation of NSC 56820 with 2 mol eq. of sodium hydroxide. It is used as a histological stain for collagen and in Mallory's method for connective tissue. It has a role as a histological dye. It contains a NSC 56820(2-). CC1=CC(=CC(=C1N)S(=O)(=O)[O-])C(=C2C=CC(=[NH+]C3=CC=C(C=C3)S(=O)(=O)[O-])C=C2)C4=CC=C(C=C4)NC5=CC=C(C=C5)S(=O)(=O)[O-].[Na+].[Na+]